(R)-(1-amino-5-fluoro-1,2,3,4-tetrahydronaphthalen-1-yl)methanol N[C@@]1(CCCC2=C(C=CC=C12)F)CO